6-[(5-methyl-6-oxo-1,6-dihydropyrimidin-2-yl)sulfanyl]hexyl 2-methylprop-2-enoate CC(C(=O)OCCCCCCSC=1NC(C(=CN1)C)=O)=C